BrC=1C(=CC(=C(N)C1)I)OC(F)(F)F 5-bromo-2-iodo-4-(trifluoromethoxy)aniline